FC=1C=C(C=C(C1)F)[C@@H]1CC=NN1C(=O)N1CC(C1)OC1=CC(=NC=C1F)C=1C(NC=CC1)=O (S)-4-((1-(5-(3,5-difluorophenyl)-4,5-dihydro-1H-pyrazole-1-carbonyl)azetidin-3-yl)oxy)-5-fluoro-[2,3'-bipyridin]-2'(1'H)-one